tri(3-tolyl)phosphine C1(=CC(=CC=C1)P(C=1C=C(C=CC1)C)C=1C=C(C=CC1)C)C